BrC=1C=C(C=NC1)NC(OC)=O methyl (5-bromopyridin-3-yl)carbamate